3-butyl-3-ethyl-5-(4-fluorophenyl)-7-iodo-8-methoxy-2,3,4,5-tetrahydro-1,5-benzothiazepine C(CCC)C1(CSC2=C(N(C1)C1=CC=C(C=C1)F)C=C(C(=C2)OC)I)CC